2-(((1r,4r)-4-hydroxycyclohexyl)amino)-8-(isopropylamino)pyrido[3,4-d]pyrimidine-6-carbonitrile OC1CCC(CC1)NC=1N=CC2=C(N1)C(=NC(=C2)C#N)NC(C)C